O=C1NC(CCC1N1C(N(C2=C1C=CC=C2C2CC(C2)OCCCN(C(OC(C)(C)C)=O)C)C)=O)=O tert-butyl N-(3-{3-[1-(2,6-dioxopiperidin-3-yl)-3-methyl-2-oxo-1,3-benzodiazol-4-yl]cyclobutoxy}propyl)-N-methylcarbamate